FC=1C=C(CN(C=2C=C3N(C(N2)=O)CC2N3CCC2)C)C=C(C1)F 3-((3,5-difluorobenzyl)(methyl)amino)-7,8,8a,9-tetrahydropyrrolo[1',2':3,4]imidazo[1,2-c]pyrimidin-1(6H)-one